4-(2H-1,2,3-triazol-2-yl)phenol N=1N(N=CC1)C1=CC=C(C=C1)O